CN(CCOC1=CC=C(C=C1)NC=1N=CC2=C(N1)N=C(C=C2C#C[Si](C(C)C)(C(C)C)C(C)C)N2C(N(CC21CCCC1)C)=O)C 1-[2-({4-[2-(dimethylamino)ethoxy]phenyl}amino)-5-[2-(triisopropylsilyl)ethynyl]pyrido[2,3-d]pyrimidin-7-yl]-3-methyl-1,3-diazaspiro[4.4]nonan-2-one